ClC=1C=C2C(=NN1)NC[C@@H]1N2C[C@@H](N(C1)C(=O)OC(C)(C)C)C tert-butyl (6aS,9S)-2-chloro-9-methyl-5,6,6a,7,9,10-hexahydro-8H-pyrazino[1',2':4,5]pyrazino[2,3-c]pyridazine-8-carboxylate